CC(C(=O)OCC(C)(C1=CC(=CC=C1)C(F)(F)F)NC(NC1=C(C(=CC=C1)CNC(N(C)C)=O)N)=S)(C)C 2-{[(2-amino-3-{[(dimethylcarbamoyl)amino]methyl}phenyl)carbamothioyl]amino}-2-[3-(trifluoromethyl)phenyl]propyl 2,2-dimethylpropanoate